FC(C1=NC=CC(=C1F)NC(N(CC1=NNC(=C1)C(F)(F)F)C=1C=NC(=NC1)OC)=O)F (2-(Difluoromethyl)-3-fluoropyridin-4-yl)-1-(2-methoxypyrimidin-5-yl)-1-((5-(trifluoromethyl)-1H-pyrazol-3-yl)methyl)urea